NCC1=C(C=CC(=C1)F)C(=O)N1CC(CC1)(F)F (2-(aminomethyl)-4-fluorophenyl)(3,3-difluoropyrrolidin-1-yl)methanone